2,3-Difluoro-1-isothiocyanato-4-methoxybenzene FC1=C(C=CC(=C1F)OC)N=C=S